N(=C=O)C=1C=C(C(=NC1)C(=O)OCC)C=1N=NNN1 ethyl 5-isocyanato-3-(2H-tetrazol-5-yl)pyridylcarboxylate